5-cyclopropyl-3-((7-methoxy-6-((4-methoxypyrazolo[1,5-a]pyrazin-3-yl)oxy)-1-methyl-1H-imidazo[4,5-b]pyridin-2-yl)amino)-1-methylpyridin-2(1H)-one C1(CC1)C=1C=C(C(N(C1)C)=O)NC=1N(C=2C(=NC=C(C2OC)OC=2C=NN3C2C(=NC=C3)OC)N1)C